1-Heptyl-3-butylpyrrolidinium fluorid [F-].C(CCCCCC)[NH+]1CC(CC1)CCCC